2,8-dimethylnonane-4,6-dione CC(C)CC(CC(CC(C)C)=O)=O